N-benzyl-7-isobutyl-1-(4-methylbenzyl)-1,2,3,3a,7,7a-hexahydro-6H-3,6-methanopyrrolo[3,2-c]pyridine-6-carboxamide C(C1=CC=CC=C1)NC(=O)C12C(C3C(C=N1)C(CN3CC3=CC=C(C=C3)C)C2)CC(C)C